COC(C(C(C)C)C1=CC(=NO1)O)=O.C(C)(C)(C)C=1C=C(C=C(C1O)C(C)(C)C)CCC(=O)NN1C(C(CC1=O)C=CCCCCCCCCCC)=O 3-(3,5-di-tert-butyl-4-hydroxyphenyl)-N-[3-[dodecenyl]-2,5-dioxopyrrolidin-1-yl]propionamide Methyl-2-(3-hydroxyisoxazol-5-yl)-3-methyl-butanoate